N-(3-{6-[(3R)-3-methoxyoxolan-3-yl]-4-methylpyridin-2-yl}-1-(piperidin-4-yl)pyrrolo[2,3-c]pyridin-5-yl)acetamide trifluoroacetate FC(C(=O)O)(F)F.CO[C@@]1(COCC1)C1=CC(=CC(=N1)C1=CN(C2=CN=C(C=C21)NC(C)=O)C2CCNCC2)C